FC(C(=O)O)(F)F.C(CC)#N propanenitrile trifluoroacetate salt